FC1=C(C=CC(=C1)OCCN1CCOCC1)C1=NC=CC2=C1N=C(N=C2N)NC=2C=NC(=CC2)N2CCNCC2 8-(2-fluoro-4-(2-morpholinoethoxy)phenyl)-N2-(6-(piperazin-1-yl)pyridin-3-yl)pyrido[3,4-d]pyrimidine-2,4-diamine